N(=[N+]=[N-])C1CN(C(C(C1)C1=C(C(=CC(=C1)F)F)F)C)CC(F)(F)F 3-azido-6-methyl-1-(2,2,2-trifluoroethyl)-5-(2,3,5-trifluorophenyl)piperidine